C1(=CC=CC=C1)C1=CC(=NC=C1)NC=1SC=C(N1)C1=NC=CC=C1 N-(4-phenylpyridin-2-yl)-4-(pyridin-2-yl)thiazol-2-amine